F[C@]1(CNCC1)CO (R)-(3-Fluoropyrrolidin-3-yl)methanol